O,O-Diethyl O-[4-(methylsulfinyl)phenyl] phosphorothioate P(OCC)(OCC)(OC1=CC=C(C=C1)S(=O)C)=S